C(#N)C1=C(C=C(OCC2(CN(C2)S(=O)(=O)C2=C(C=C(C=C2)Cl)Cl)CNC(CNC)=O)C=C1)F N-((3-((4-Cyano-3-fluorophenoxy)methyl)-1-((2,4-dichlorophenyl)sulfonyl)azetidin-3-yl)methyl)-2-(methylamino)acetamide